FC(C=1C=NN(C1)CCCC=1C=C2C(=CNC2=CC1)NC(OC(C)(C)C)=O)(F)F tert-Butyl N-(5-{3-[4-(trifluoromethyl)pyrazol-1-yl]propyl}-1H-indol-3-yl)carbamate